C(C1=CC=CC=C1)OC(=O)N1C(CCC1)CC(C(=O)O)(C=O)C (1-(((benzyloxy)carbonyl)pyrrolidinyl-2-yl)methyl)-2-methyl-3-oxopropanoic acid